FC1=C(C(=O)N[C@@H]2CN(CC2)C)C=CC=C1 2-fluoro-N-[(3S)-1-methylpyrrolidin-3-yl]benzamide